BrC1=CC2=C(C(=NO2)C2C(NC(CC2)=O)=O)C(=C1)F 3-(6-bromo-4-fluorobenzo[d]isoxazol-3-yl)piperidine-2,6-dione